C(C)(C)(CCC)OOC1(CC(CC(C1)C)(C)C)OOC(C)(C)CCC 1,1-bis(t-hexyl-peroxy)3,3,5-trimethylcyclohexane